S1C=CC(=C1)CO Thiophen-4-ylmethanol